C(CCC)[C@]1(CS(C2=C([C@@H](N1)C1=CC=CC=C1)C=CC(=C2)OS(=O)(=O)[O-])(=O)=O)CC |r| (±)-trans-3-butyl-3-ethyl-2,3,4,5-tetrahydro-1,1-dioxo-5-phenyl-1,4-benzothiazepine-8-ylsulfate